1-(oxetan-3-yl)-2-[4-[(4,4,5,5-tetramethyl-1,3,2-dioxaborolan-2-yl)methyl]phenyl]-4-(trifluoromethyl)imidazole O1CC(C1)N1C(=NC(=C1)C(F)(F)F)C1=CC=C(C=C1)CB1OC(C(O1)(C)C)(C)C